C(C)(C)(C)C=1OC2(C(N(C(C3=CC=CC=C23)=O)C)=O)C2=C(N1)C(=CC=C2)F 2-(tert-Butyl)-8-fluoro-2'-methyl-1'H-spiro[benzo[d][1,3]oxazine-4,4'-isoquinoline]-1',3'(2'H)-dione